C1=CC=C2C(=C1)C(=O)NS2 1,2-benzisothiazolinone